(R)-2-allyl-2-methylcyclohexanone C(C=C)[C@@]1(C(CCCC1)=O)C